OC[C@H](CC(C)C)NC(=O)C1=CC2=C(OCO2)C=C1 (S)-N-(1-hydroxy-4-methylpentan-2-yl)benzo[d][1,3]dioxole-5-carboxamide